FC1(CN(CC[C@H]1NC1=NN2C(C(=N1)N)=C(C=C2)C2=CC=C1C(=N2)N(C=N1)CC(F)(F)F)C)F (R)-N2-(3,3-Difluoro-1-methylpiperidin-4-yl)-5-(3-(2,2,2-trifluoroethyl)-3H-imidazo[4,5-b]pyridin-5-yl)pyrrolo[2,1-f][1,2,4]triazine-2,4-diamine